4-(benzyl-oxy)butan-1-ol C(C1=CC=CC=C1)OCCCCO